4-[6-(7-cyclopentyl-6-dimethylcarbamoyl-7H-pyrrolo[2,3-d]pyrimidin-2-ylamino)-pyridin-3-yl]-2-methyl-piperazine-1-carboxylic acid tert-butyl ester C(C)(C)(C)OC(=O)N1C(CN(CC1)C=1C=NC(=CC1)NC=1N=CC2=C(N1)N(C(=C2)C(N(C)C)=O)C2CCCC2)C